Cyclohexanone 7(S)-quinuclidin-3-yl-(6-methoxy-2,2-dimethyl-5-(4-propylphenyl)-2,3-dihydro-1H-inden-1-yl)carbamat N12CC(C(CC1)CC2)C=2C(=C(C=C1CC(C(C21)NC(O)=O)(C)C)C2=CC=C(C=C2)CCC)OC.C2(CCCCC2)=O